CN(C(CCC(CCCC(C)C)C)=O)C N,N-dimethyl-4,8-dimethyl-nonanamide